The molecule is a pyruvic acid derivative having a 2-hydroxybenzylidene group attached at the 3-position and E-stereochemistry. It derives from a pyruvic acid. It is a conjugate acid of a (3E)-4-(2-hydroxyphenyl)-2-oxobut-3-enoate. C1=CC=C(C(=C1)/C=C/C(=O)C(=O)O)O